C(CCCCCCC)N(CCCCCCCC)C=1C=C(C=CC1)NC(C)=O N-[3-(N,N-dioctylamino)phenyl]acetamide